FC1=C(C(=CC=C1)C)N1CCC(CC1)N1C(N(C=2C(C1)=CN(N2)CC2(COC2)C)CC2=C(C=CC=C2)C(F)(F)F)=O 5-[1-(2-Fluoro-6-methyl-phenyl)-piperidin-4-yl]-2-(3-methyl-oxetan-3-ylmethyl)-7-(2-trifluoromethylbenzyl)-2,4,5,7-tetrahydro-pyrazolo[3,4-d]pyrimidin-6-one